5-adamantan-1-yl-2-hydroxy-N-[2-(4-hydroxyphenyl)-ethyl]-4-methoxy-benzoic acid amide C12(CC3CC(CC(C1)C3)C2)C=2C(=CC(=C(C(=O)NCCC3=CC=C(C=C3)O)C2)O)OC